N1(CCCCC1)C1CCCC=C1 piperidinocyclohexan-5-en